3-amino-1-(3-(pentyloxy)phenyl)propan-1-ol NCCC(O)C1=CC(=CC=C1)OCCCCC